4-(2,3-dimethoxyphenyl)-7-[[5-(4-methylpiperazin-1-yl)-2-pyridinyl]amino]-2,3-dihydropyrrolo[3,4-c]pyridin-1-one COC1=C(C=CC=C1OC)C1=NC=C(C2=C1CNC2=O)NC2=NC=C(C=C2)N2CCN(CC2)C